C(=O)(O)OC(=O)OC(=O)O tricarbonic acid